N(C1=CC=CC=C1)C(CC(C(=O)O)C1=CC=CC=C1)=O 4-anilino-4-keto-2-phenyl-butyric acid